7-Bromo-3-(5-methyl-2-(2,2,2-trifluoroethoxy)pyrimidin-4-yl)-1H-indole BrC=1C=CC=C2C(=CNC12)C1=NC(=NC=C1C)OCC(F)(F)F